C1(CC1)NC(=O)[C@@H]1CC[C@H](CO1)NC(OC(C)(C)C)=O Tert-butyl [(3R,6S)-6-(cyclopropylcarbamoyl)tetrahydro-2H-pyran-3-yl]carbamate